(1R,3S)-3-(3-{[(3-meth-oxy-1-methyl-1H-pyrazol-5-yl)carbonyl]amino}-1H-pyrazol-5-yl)cyclopentyl [(2R)-4,4,4-trifluoro-butan-2-yl]carbamate FC(C[C@@H](C)NC(O[C@H]1C[C@H](CC1)C1=CC(=NN1)NC(=O)C1=CC(=NN1C)OC)=O)(F)F